2-isobutyl-aluminum CC(C)(C)[Al]